3,5-dibromoisobenzofuran BrC=1OC=C2C=CC(=CC12)Br